C(C)(C)(C)OC(=O)N[C@@H]1CN(CC1)C(=O)C1=C(C=C(S1)C1=CC=C(CN(C(OCCOCCOC)=O)C)C=C1)C 2-(2-methoxyethoxy)ethyl (S)-(4-(5-(3-((tert-butoxycarbonyl)amino)pyrrolidine-1-carbonyl)-4-methylthiophen-2-yl)benzyl)(methyl)carbamate